N-(5-chloro-6-morpholinopyridin-3-yl)-3-methyl-1-neopentyl-1H-thieno[2,3-c]pyrazole-5-carboxamide ClC=1C=C(C=NC1N1CCOCC1)NC(=O)C1=CC2=C(N(N=C2C)CC(C)(C)C)S1